1,3-dihydrospiro[indene-2,3'-pyrrolo[2,3-b]pyridin]-2'(1'H)-one N1C(C2(C=3C1=NC=CC3)CC3=CC=CC=C3C2)=O